S(=O)(=O)(O)OCCS(=O)(=O)CCN 2-(2-aminoethyl)sulfonyl-ethanol sulfate